2-methyl-2-azabicyclo[3.1.0]Hexane-3,4-dione CN1C2CC2C(C1=O)=O